C(C1=CC=CC=C1)OCCCO[C@H](CCN1N=CC(=C1)C1=NN(C2=CC=C(C=C12)O[Si](C)(C)C(C)(C)C)C1OCCCC1)C [3-[1-[(3S)-3-(3-benzyloxypropoxy)butyl]pyrazol-4-yl]-1-tetrahydropyran-2-yl-indazol-5-yl]oxy-tert-butyl-dimethyl-silane